NC1=C(C=C(C=N1)C=1N=C(N(C1)C12CC(C1)C2)C(O)C2CC2)C(F)(F)F (4-(6-amino-5-(trifluoromethyl)pyridin-3-yl)-1-(bicyclo[1.1.1]-pentan-1-yl)-1H-imidazol-2-yl)(cycloprop-yl)methanol